(S)-N-(4-(1-(6-chloronicotinyl)-3-methyl-1,2,3,6-tetrahydropyridin-4-yl)-1H-pyrrolo[2,3-b]pyridin-6-yl)cyclopropylcarboxamide ClC1=NC=C(CN2C[C@H](C(=CC2)C2=C3C(=NC(=C2)NC(=O)C2CC2)NC=C3)C)C=C1